4-(3-Acetylazetidin-1-yl)-5-bromonicotinaldehyde C(C)(=O)C1CN(C1)C1=C(C=NC=C1C=O)Br